P(OCCCCCCCCCCCCCCCCCC)(OCCCCCCCCCCCCCCCCCC)OCCCCCCCCCCCCCCCCCC trisstearyl phosphite